ethyl rac-(4S,5R)-3-(3-(difluoromethyl)-4-fluoro-2-methoxyphenyl)-4,5-dimethyl-5-(trifluoromethyl)-4,5-dihydrofuran-2-carboxylate FC(C=1C(=C(C=CC1F)C1=C(O[C@]([C@H]1C)(C(F)(F)F)C)C(=O)OCC)OC)F |r|